3-(4-{5-[(7S)-7-{3-oxa-6-azabicyclo[3.1.1]heptan-6-yl}-6,7,8,9-tetrahydro-5H-benzo[7]annulen-2-yl]-2H-pyrazolo[3,4-b]pyridin-3-yl}phenyl)-1,3-oxazolidin-2-one C12COCC(N1[C@H]1CCC3=C(CC1)C=C(C=C3)C3=CC=1C(N=C3)=NNC1C1=CC=C(C=C1)N1C(OCC1)=O)C2